C(C)OC(C(C(C(C)OC)=O)=CN(C)C)=O 2-[(dimethylamino)methylene]-4-methoxy-3-oxopentanoic acid ethyl ester